C(C1=CC=CC=C1)OC1=C(C(=C(C(=O)OC2=C(C(=C(C(=O)OCOC)C(=C2C)C)C)OC)C(=C1)C)O)C methoxymethyl 4-((4-(benzyloxy)-2-hydroxy-3,6-dimethylbenzoyl)oxy)-3-methoxy-2,5,6-trimethylbenzoate